terephthalic acid bis(n-hexylamine) salt C(CCCCC)N.C(CCCCC)N.C(C1=CC=C(C(=O)O)C=C1)(=O)O